NC=1C2=C(N=CN1)N(C(=C2C2=CC=C(C=C2)OC2=CC=CC=C2)C#CC2CCN(CC2)C(C=C)=O)C(C)C2=NOC(=N2)C 1-(4-((4-amino-7-(1-(5-methyl-1,2,4-oxadiazol-3-yl)ethyl)-5-(4-phenoxyphenyl)-7H-pyrrolo[2,3-d]pyrimidin-6-yl)ethynyl)piperidin-1-yl)prop-2-en-1-one